FC1=C(C(=CC=C1)C=1C(=NN(C1)C)F)C=1N=C2N(C=CC(=C2)C(=O)OC)C1 methyl 2-(2-fluoro-6-(3-fluoro-1-methyl-1H-pyrazol-4-yl)phenyl)imidazo[1,2-a]pyridine-7-carboxylate